CNC(CC1=CC2=C(C=C1)OCO2)CCC N-methyl-α-propyl-3,4-methylenedioxy-phenethylamine